FC1=C(C=CC=C1)C1=CC=C(C=C1)CCCNC(=O)C1=CC(=NN1C)C(C)C N-(3-(2'-fluoro-[1,1'-biphenyl]-4-yl)propyl)-3-isopropyl-1-methyl-1H-pyrazole-5-carboxamide